5-(4-hydroxyphenyl)-10,15,20-triphenylporphyrin magnesium [Mg].OC1=CC=C(C=C1)C=1C2=CC=C(N2)C(=C2C=CC(C(=C3C=CC(=C(C=4C=CC1N4)C4=CC=CC=C4)N3)C3=CC=CC=C3)=N2)C2=CC=CC=C2